4-(trifluoromethoxy)benzamidine FC(OC1=CC=C(C(=N)N)C=C1)(F)F